N-benzyl-1-(4,6-dichloropyrimidin-2-yl)-N-methylmethanamine C(C1=CC=CC=C1)N(CC1=NC(=CC(=N1)Cl)Cl)C